[N+](=[N-])=CC(=O)OC(C)(C)C tert-butyl 2-diazoacetate